mono-cyanoterephthalaldehyde C(#N)C1=C(C=O)C=CC(=C1)C=O